FC1=C(C(=CC=C1)B1OC(C(O1)(C)C)(C)C)C(C)=O 1-(2-Fluoro-6-(4,4,5,5-tetramethyl-1,3,2-dioxaborolan-2-yl)phenyl)ethan-1-one